ClC=1C=C(C=CC1Cl)N1CCN(CC1)C(=O)C=1C=NN2C1C=C(C=C2)CNC(C2=CC=CC=C2)=O N-((3-(4-(3,4-dichlorophenyl)piperazine-1-carbonyl)pyrazolo[1,5-a]pyridin-5-yl)methyl)benzamide